FC1(CN(CC[C@@H]1CNC1=NC=NC(=C1F)N1[C@H](CCC1)C1=C(C=C(C=C1)C(F)(F)F)F)CC(=O)N)F |o1:6| 2-((R*)-3,3-difluoro-4-(((5-fluoro-6-((R)-2-(2-fluoro-4-(trifluoromethyl)phenyl)pyrrolidin-1-yl)pyrimidin-4-yl)amino)methyl)piperidin-1-yl)acetamide